CC1=CC(=CN2C1=NC(=CC2=O)C=2C=CC=1N(N2)C=C(N1)C)N1CCNC2(CC2)C1 9-methyl-2-(2-methylimidazo[1,2-b]pyridazin-6-yl)-7-(4,7-diazaspiro[2.5]oct-7-yl)-4H-pyrido[1,2-a]pyrimidin-4-one